FC=1C=C(C=CC1B1OC(C(O1)(C)C)(C)C)C1=CCC2(CCN(C2)C(=O)OC(C)(C)C)CC1 tert-butyl 8-[3-fluoro-4-(4,4,5,5-tetramethyl-1,3,2-dioxaborolan-2-yl)phenyl]-2-azaspiro[4.5]dec-7-ene-2-carboxylate